N=1NN=NC1CC=1C=CC(=C(CC=2C(=NC(=NC2C)N)NCCCCC)C1)OC 5-(5-((2H-tetrazol-5-yl)methyl)-2-methoxybenzyl)-6-methyl-N4-pentylpyrimidine-2,4-diamine